ClC1=C(C(=O)N2C=C(C=3C2=NC=C(C3)C#CC3CCN(CC3)C(=O)OC(C)(C)C)C(C3=C(C(=CC=C3F)NS(N(C)CC)(=O)=O)F)=O)C(=CC=C1)Cl tert-Butyl 4-((1-(2,6-dichlorobenzoyl)-3-(3-((N-ethyl-N-methylsulfamoyl)amino)-2,6-difluorobenzoyl)-1H-pyrrolo[2,3-b]pyridin-5-yl)ethynyl)piperidine-1-carboxylate